6-chloro-2-(piperidin-4-yl)quinoline-8-carbonitrile ClC=1C=C2C=CC(=NC2=C(C1)C#N)C1CCNCC1